(S)-(3-(3-chlorophenyl)-2,7-dimethyl-2,4,5,7-tetrahydro-6H-pyrazolo[3,4-c]pyridin-6-yl)(1,5-naphthyridin-2-yl)methanone ClC=1C=C(C=CC1)C=1N(N=C2[C@@H](N(CCC21)C(=O)C2=NC1=CC=CN=C1C=C2)C)C